C[C@@H]1CN(CCN1C)C(=O)C1=C(C=C(C=C1)[N+](=O)[O-])C (R)-(3,4-dimethylpiperazin-1-yl)(2-methyl-4-nitrophenyl)methanone